6-[(Benzoyloxy)methyl]-9-(5-O-[bis(4-methoxyphenyl)(phenyl)methyl]-3-O-[tert-butyl(dimethyl)silyl]-2-O-{(2-cyanoethoxy)[di(propan-2-yl)amino]phosphanyl}-β-D-ribofuranosyl)-9H-purine C(C1=CC=CC=C1)(=O)OCC1=C2N=CN(C2=NC=N1)[C@H]1[C@H](OP(N(C(C)C)C(C)C)OCCC#N)[C@H](O[Si](C)(C)C(C)(C)C)[C@H](O1)COC(C1=CC=CC=C1)(C1=CC=C(C=C1)OC)C1=CC=C(C=C1)OC